ClC=1NC(C2=C(N1)N(N=C2)C2CCOCC2)=O 6-chloro-1-(tetrahydro-2H-pyran-4-yl)-1,5-dihydro-4H-pyrazolo[3,4-d]pyrimidin-4-one